(2R,3R,4S,5R,6R)-2-(hydroxymethyl)-5-methoxy-6-((5-(1-methylcyclopentyl)isoxazol-3-yl)methyl)-4-(4-(2,3,4-trifluorophenyl)-1H-1,2,3-triazol-1-yl)tetrahydro-2H-pyran-3-ol OC[C@H]1O[C@@H]([C@@H]([C@H]([C@H]1O)N1N=NC(=C1)C1=C(C(=C(C=C1)F)F)F)OC)CC1=NOC(=C1)C1(CCCC1)C